S1C(=CC=C1)C1=CC=C(C2=NSN=C21)C=2SC=CC2 4,7-di(thiophene-2-yl)benzo[C][1,2,5]thiadiazole